thiazazole S1N=NC=C1